N1N=CC(=C1)CNC(=O)NC1=CC=C(C=C1)S(=O)(=O)C1=CC(=CC=C1)OC(F)(F)F 1-(1H-Pyrazol-4-ylmethyl)-3-[4-(3-trifluoromethoxy-benzenesulfonyl)-phenyl]-urea